ClC1=CC(=C(N=N1)N1CCOCC1)OC (6-chloro-4-methoxypyridazin-3-yl)morpholine